C1CC12NCC[C@@H](C2)N2N=C1C(=CC(=CC1=C2)C=2C=C(C=1N(N2)C=C(N1)C)C)F 6-[2-[(7S)-4-azaspiro[2.5]oct-7-yl]-7-fluoro-indazol-5-yl]-2,8-dimethylimidazo[1,2-B]pyridazine